O[C@@H]1C[C@@]2([C@@H](C[C@H]3[C@@]4(CC[C@@H]([C@@]4(C)CC[C@@H]3[C@]2(CC1)C)O)O)O)O 3β,5α,6β,14α,17β-pentahydroxyandrostane